2-benzyl-N-(cyclopentylmethyl)-1H-benzimidazole-5-carboxamide C(C1=CC=CC=C1)C1=NC2=C(N1)C=CC(=C2)C(=O)NCC2CCCC2